CC1(OB(OC1(C)C)C=1CCN(CC1)C=1OC=CN1)C 2-[4-(4,4,5,5-tetramethyl-1,3,2-dioxaborolan-2-yl)-3,6-dihydro-2H-pyridin-1-yl]oxazole